C1(=CC=CC2=CC=CC=C12)C1C2C3C4C=CC(C3C(C1)C2)C4 8-naphthyl-tetracyclo[4.4.0.12,5.17,10]-3-dodecene